5-(1H-indole-2-carbonyl)-N-[1-(methoxymethyl)cyclopropyl]-N-methyl-4H,5H,6H,7H-pyrazolo[1,5-a]pyrazine-3-carboxamide N1C(=CC2=CC=CC=C12)C(=O)N1CC=2N(CC1)N=CC2C(=O)N(C)C2(CC2)COC